2-(2,3-dimethoxyphenyl)-2-methyl-4-trimethylsiloxy-5-amino-3(2H)-furanone COC1=C(C=CC=C1OC)C1(OC(=C(C1=O)O[Si](C)(C)C)N)C